O=C1N(N=C2N1[C@H](CCC2)C(=O)O)CC2=NC(=NC=C2)C(F)(F)F |r| (5RS)-3-Oxo-2-{[2-(trifluoromethyl)pyrimidin-4-yl]methyl}-2,3,5,6,7,8-hexahydro[1,2,4]triazolo[4,3-a]pyridine-5-carboxylic acid